Lithium lactat C(C(O)C)(=O)[O-].[Li+]